6-bromo-4-methyl-1H-benzimidazole BrC=1C=C(C2=C(NC=N2)C1)C